potassium 3-{4-[3-(trifluoromethoxy)azetidin-1-yl]-1H-pyrazol-1-yl}bicyclo[1.1.1]pentane-1-carboxylate FC(OC1CN(C1)C=1C=NN(C1)C12CC(C1)(C2)C(=O)[O-])(F)F.[K+]